FC1=C(C=CC(=C1)F)N1N=C(C=2C[C@@H]3[C@H](C12)C3)C(=O)N3CC(CC3)C=3C=NC=CC3 [(1aR,5aR)-2-(2,4-Difluoro-phenyl)-1a,2,5,5a-tetrahydro-1H-2,3-diaza-cyclopropa[a]pentalen-4-yl]-(3-pyridin-3-yl-pyrrolidin-1-yl)-methanone